FC([C@H](O)C1=CC=2C(=NC(=CC2)C2=CC=3C(N=C2)=NN(C3)C)S1)(F)F (1S)-2,2,2-trifluoro-1-(6-(2-methyl-2H-pyrazolo[3,4-b]pyridin-5-yl)thieno[2,3-b]pyridin-2-yl)ethanol